C(C1=CC=CC=C1)OC=1C(=CC(=NC1)NC(C)=O)NC1=NC(=NC(=C1)OC1CC1)C(C)(F)F N-(5-(benzyloxy)-4-((6-cyclopropoxy-2-(1,1-difluoroethyl)pyrimidin-4-yl)amino)pyridin-2-yl)acetamide